tetrabutyl-ammonium triphosphate [O-]P([O-])(=O)OP(=O)([O-])OP(=O)([O-])[O-].C(CCC)[N+](CCCC)(CCCC)CCCC.C(CCC)[N+](CCCC)(CCCC)CCCC.C(CCC)[N+](CCCC)(CCCC)CCCC.C(CCC)[N+](CCCC)(CCCC)CCCC.C(CCC)[N+](CCCC)(CCCC)CCCC